((N-(((2R,3S,4R,5R)-5-(6-chloro-4-((2-chlorobenzyl)amino)-1H-pyrazolo[3,4-d]pyrimidin-1-yl)-3,4-dihydroxytetrahydrofuran-2-yl)methyl)sulfamoyl)methyl)phosphonic acid ClC1=NC(=C2C(=N1)N(N=C2)[C@H]2[C@@H]([C@@H]([C@H](O2)CNS(=O)(=O)CP(O)(O)=O)O)O)NCC2=C(C=CC=C2)Cl